(1s,2r)-1-(2-chloro-5-fluorophenyl)-1-(3-cyano-1-methyl-1H-pyrazol-4-yl)propan succinimidyl-4-(((iodoacetyl)amino)methyl)cyclohexane-1-carboxylate C1(CCC(N1C1(CCC(CC1)CNC(CI)=O)C(=O)O)=O)=O.ClC1=C(C=C(C=C1)F)[C@@H](CC)C=1C(=NN(C1)C)C#N